C(C)(C)(C)OC(=O)N1C[C@H](CC1)NC1=C2C=CC=NC2=C(C=C1)OC (S)-3-((8-Methoxyquinolin-5-yl)amino)pyrrolidine-1-carboxylic acid tert-butyl ester